C1C=COCN1 dihydro-1,3-oxazine